tert-butyl N-[(tert-butoxy)carbonyl]-N-[6-(5-chloro-2-fluorophenyl)-3-{[(3-methyl-2-oxooxolan-3-yl)methyl]sulfanyl}pyridazin-4-yl]carbamate C(C)(C)(C)OC(=O)N(C(OC(C)(C)C)=O)C1=C(N=NC(=C1)C1=C(C=CC(=C1)Cl)F)SCC1(C(OCC1)=O)C